FC1=CC=2N=C(SC2C=2C[C@H](OC21)CNC(OC2=CC=CC=C2)=O)C2=C1N=CC(=NC1=CC(=C2)C)OC (S)-phenyl ((5-fluoro-2-(2-methoxy-7-methylquinoxalin-5-yl)-7,8-dihydrobenzofuro[5,4-d]thiazol-7-yl)methyl)carbamate